(S)-morpholino(8-((4-((tetrahydrofuran-3-yl)amino)-7H-pyrrolo[2,3-d]pyrimidin-2-yl)amino)-2,3-dihydrobenzo[b][1,4]dioxin-5-yl)methanone O1CCN(CC1)C(=O)C1=CC=C(C=2OCCOC21)NC=2N=C(C1=C(N2)NC=C1)N[C@@H]1COCC1